N1(CCCCC1)CCCCC(=O)OC(CCC\C=C/CCCCC)C(CCC\C=C/CCCCC)CCC\C=C/CCCCC (6Z,16Z)-12-((Z)-Dec-4-en-1-yl)docosa-6,16-dien-11-yl 5-(piperidin-1-yl)-pentanoate